2-(3-hydroxypyrrolidin-1-yl)-N-(1-(4-methoxyphenyl)-2-oxo-2-((4-(trimethylsilyl)phenyl)amino)ethyl)-2-methylpropanamide OC1CN(CC1)C(C(=O)NC(C(NC1=CC=C(C=C1)[Si](C)(C)C)=O)C1=CC=C(C=C1)OC)(C)C